C(C)(C)C=1N(N=C2C=CC(=CC12)C1=NC(=NC=C1)NC1=CC=C2C(=NC=NC2=C1)N1C[C@H](NCC1)C)C (R)-N-(4-(3-isopropyl-2-methyl-2H-indazol-5-yl)pyrimidin-2-yl)-4-(3-methylpiperazin-1-yl)quinazolin-7-amine